C(C1=CC=CC=C1)N1N=CC(=C1)N[C@@H](CO)CC(C)C (2R)-2-[(1-benzylpyrazol-4-yl)amino]-4-methyl-pentan-1-ol